(1-amino-2-methyl-1-oxopropan-2-yl)-5-((2-fluorobenzyl)oxy)-2-methylbenzofuran-3-carboxamide NC(C(C)(C)C1=C(C=CC2=C1C(=C(O2)C)C(=O)N)OCC2=C(C=CC=C2)F)=O